[Au+].C(C)(C)P(C(C)C)C(C)C triisopropylphosphine gold (I)